ClC1(C(N=C(C(C(=O)N)=C1)C1=CC=CC2=C1C[C@](O2)(C2=CC=CC=C2)CNC2CCC(CC2)(C)O)(OC)F)F (2s,4s)-5-chloro-6-fluoro-2-(((((trans)-4-hydroxy-4-methylcyclohexyl)amino)methyl)-2-phenyl-2,3-dihydrobenzofuran-4-yl)-5-fluoro-6-methoxynicotinamide